(2-(6-(1,4-diazabicyclo[3.2.2]non-4-yl)-5-chloropyridin-3-ylamino)-5-methylpyrimidin-4-ylamino)benzo[d]oxazol-2(3H)-one N12CCN(C(CC1)CC2)C2=C(C=C(C=N2)NC2=NC=C(C(=N2)NN2C(OC1=C2C=CC=C1)=O)C)Cl